ClC=1C=C2C=CC=C(C2=CC1OC[2H])CCNC(CC)=O N-(2-(6-chloro-7-deuteromethoxy-naphthalen-1-yl)ethyl)propanamide